cyclopropyl[(1R,5S)-3-{2-[(1-methyl-1H-pyrazol-4-yl)amino]pyrimidin-4-yl}-3,8-diazabicyclo[3.2.1]oct-8-yl]methanone C1(CC1)C(=O)N1[C@H]2CN(C[C@@H]1CC2)C2=NC(=NC=C2)NC=2C=NN(C2)C